N1(CCCC1)[C@H]1[C@@H](CCCC1)O trans-2-pyrrolidinyl-cyclohexanol